CN(C(CNC(CN(S(=O)(=O)C)C1CCN(CC1)[C@H](C)C1=CC=CC2=CC=CC=C12)=O)=O)CC#C (R)-N-methyl-2-(2-(N-(1-(1-(naphthalen-1-yl)ethyl)piperidin-4-yl)methylsulfonamido)acetamido)-N-(prop-2-yn-1-yl)acetamide